(S)-1-(5-((3-chloro-2-(1H-pyrazol-1-yl)pyridin-4-yl)thio)pyrazin-2-yl)-4'H,6'H-spiro[piperidine-4,5'-pyrrolo[1,2-b]pyrazol]-4'-amine ClC=1C(=NC=CC1SC=1N=CC(=NC1)N1CCC2([C@@H](C=3N(N=CC3)C2)N)CC1)N1N=CC=C1